N=1C=NN2C1C=C(C=C2)OC2=C(C(=C(C=C2)NC=2C1=C(N=CN2)C=CC(=N1)N1CC(N(CC1)C(C(=C)F)=O)(C)C)F)C 1-(4-(4-((4-([1,2,4]triazolo[1,5-a]pyridin-7-yloxy)-2-fluoro-3-methylphenyl)amino)pyrido[3,2-d]pyrimidin-6-yl)-2,2-dimethylpiperazin-1-yl)-2-fluoroprop-2-en-1-one